C1C(CC2=CC=CC=C12)NC(=O)C=1C(=NC=CN1)NC(=O)N1CCN(CC1)S(=O)(=O)NC(=O)OC[C@H]1N(CCC1)C(=O)OC(C)(C)C tert-butyl (S)-2-(((((4-((3-((2,3-dihydro-1H-inden-2-yl)carbamoyl)pyrazin-2-yl)carbamoyl)piperazin-1-yl)sulfonyl)carbamoyl)oxy)methyl)pyrrolidine-1-carboxylate